CC(CCCCCCCCCCCCCCC(=O)C(O)(C[N+](C)(C)C)CC([O-])=O)C 16-methylheptadecanoyl-carnitine